2-cyclopropoxy-8-(4-(difluoromethoxy)phenyl)-6-(2-methyl-2H-indazol-5-yl)pteridin-7(8H)-one C1(CC1)OC1=NC=2N(C(C(=NC2C=N1)C1=CC2=CN(N=C2C=C1)C)=O)C1=CC=C(C=C1)OC(F)F